(R)-3-(4-(1-(3-(1-(((R)-1-(3-(difluoromethyl)-2-fluorophenyl)ethyl)amino)-4-methylpyrido[3,4-d]pyridazin-7-yl)benzyl)piperidin-4-yl)-3-methylphenyl)-3-methylpiperidine-2,6-dione FC(C=1C(=C(C=CC1)[C@@H](C)NC1=C2C(=C(N=N1)C)C=NC(=C2)C=2C=C(CN1CCC(CC1)C1=C(C=C(C=C1)[C@@]1(C(NC(CC1)=O)=O)C)C)C=CC2)F)F